6-{8-[(2-cyano-2-methylideneethyl)amino]-7-methoxynaphthalen-2-yl}-N-{1-[(methylcarbamoyl)methyl]piperidin-4-yl}pyridine-2-carboxamide C(#N)C(CNC=1C(=CC=C2C=CC(=CC12)C1=CC=CC(=N1)C(=O)NC1CCN(CC1)CC(NC)=O)OC)=C